α-tolunitrile C1(=CC=CC=C1)CC#N